[Si](C)(C)(C(C)(C)C)OC[C@]12CCCN2CC(C1)=CC(=O)N(C)C (S)-2-(7a-(((tert-butyldimethylsilyl)oxy)methyl)tetrahydro-1H-pyrrolizin-2(3H)-ylidene)-N,N-dimethylacetamide